2-(2-methoxyethoxy)acetic acid anion COCCOCC(=O)[O-]